C(C=1C(O)=CC=CC1)(=O)C(C(=O)O)(CSCCC(=O)O)C(C=1C(O)=CC=CC1)=O bis-salicyloyl-(β,β'-thiodipropionic acid)